ClC1=CC(=C(C=C1Cl)C(NS(=O)C(C)(C)C)C1(CCNCC1)C)OCC=C N-[[4,5-dichloro-2-(prop-2-en-1-yloxy)phenyl](4-methylpiperidin-4-yl)methyl]-2-methylpropane-2-sulfinamide